CSC=1N=C(C2=C(N1)CN(CC21CC1)C(=O)OC(C)(C)C)OS(=O)(=O)C(F)(F)F tert-butyl 2'-(methylthio)-4'-(((trifluoromethyl) sulfonyl) oxy)-6'H-spiro[cyclopropane-1,5'-pyrido[3,4-d]pyrimidine]-7'(8'H)-carboxylate